[Si](C)(C)(C(C)(C)C)OC(CCOC)C1=CC=C(C=N1)N 6-(1-((tert-butyldimethylsilyl)oxy)-3-methoxypropyl)pyridin-3-amine